5-(3-((1-methyl-1H-1,2,4-triazol-3-yl)ethynyl)phenoxy)-1H-1,2,3-triazole-4-carboxylic acid CN1N=C(N=C1)C#CC=1C=C(OC2=C(N=NN2)C(=O)O)C=CC1